1-(cyclopropylmethyl)-1H-pyrazol C1(CC1)CN1N=CC=C1